FC1(CC[C@@H](N(C1)C(=O)C1=NC(=CC=C1C)NC1=NC=CC=N1)CNC(C)=O)F (R)-N-((5,5-Difluoro-1-(3-methyl-6-(pyrimidin-2-ylamino)pyridine-2-carbonyl)piperidin-2-yl)Methyl)acetamide